C(C)SC=1C(=NC=C(C1)C(F)(F)F)C=1OC2=NC=C(C=C2N1)S(=O)C(F)(F)F 2-(3-ethylsulfanyl-5-trifluoromethylpyridin-2-yl)-6-(trifluoromethylsulfinyl)oxazolo[5,4-b]pyridine